Sodium (2S,5R)-2-(N-((R)-1-acetylpiperidine-3-carbonyl)carbamimidoyl)-7-oxo-1,6-diazabicyclo[3.2.1]octan-6-yl Sulfate S(=O)(=O)(ON1[C@@H]2CC[C@H](N(C1=O)C2)C(NC(=O)[C@H]2CN(CCC2)C(C)=O)=N)[O-].[Na+]